N1C=NC(=C1)[C@H]1CC[C@@H](O1)CN 1-[(2R,5R)-5-(1H-imidazol-4-yl)oxolan-2-yl]methanamine